CC=1C(=C(C=CC1\C=C\C)OC1CC=CC1)OC (E)-methyl-1-(cyclopent-3-en-1-yloxy)-2-methoxy-4-(prop-1-en-1-yl)benzene